O=C1NC(CCC1C=1C=C(C(=O)N)C(=C(N1)F)F)=O 2-(2,6-dioxopiperidin-3-yl)-5,6-difluoroisonicotinamide